C(#N)N1CC(CC1)=CC(=O)N(CC1=CC(=NO1)C1=CC=CC=C1)C 2-(1-cyanopyrrolidin-3-ylidene)-N-methyl-N-((3-phenylisoxazol-5-yl)methyl)acetamide